NC1=NC=NN2C1=C(C=C2C=2C=C(C(=NC2)OC)C(=O)N[C@@H]2CN(C[C@@H]2F)C(=O)C=2C=NC=CC2)C(F)(F)F 5-[4-amino-5-(trifluoromethyl)pyrrolo[2,1-f][1,2,4]triazin-7-yl]-N-[(3R,4S)-4-fluoro-1-(pyridine-3-carbonyl)pyrrolidin-3-yl]-2-methoxypyridine-3-carboxamide